CC(CO)(CO)CO Pentaglycerol